C1(=CC=CC=C1)N(C=1C=C2C3=C(N(C2=CC1)C)C(=NC(=C3)C(=O)O)C)C3=CC=CC=C3 6-(diphenylamino)-1,9-dimethyl-9H-pyrido[3,4-b]indole-3-carboxylic acid